N-(4-formyl-2-isopropylphenyl)acetamide C(=O)C1=CC(=C(C=C1)NC(C)=O)C(C)C